(R)-3-(4-amino-6-(cyclopropyl(ethyl)amino)pyrido[3,4-d]pyrimidin-8-yl)-2,4-dimethylphenol NC=1C2=C(N=CN1)C(=NC(=C2)N(CC)C2CC2)C=2C(=C(C=CC2C)O)C